1-(2,6-difluorophenyl)-N-(3-(methylsulfonamido)phenyl)-1H-pyrazole-3-carboxamide FC1=C(C(=CC=C1)F)N1N=C(C=C1)C(=O)NC1=CC(=CC=C1)NS(=O)(=O)C